(S)-7-(quinuclidin-3-yl)-8,9-dihydro-2H-azepino[5,4,3-cd]indazol-6(7H)-one N12CC(C(CC1)CC2)[C@H]2C1=C3C(NN=C3CC2)=CC=NC1=O